Cl.CC1=C(NC2=NN=C(O2)[C@H](CO)O)C=C(C=C1CN1C[C@@H](NCC1)C)C (1S)-1-[5-[2,5-dimethyl-3-[[(3S)-3-methylpiperazin-1-yl]methyl]anilino]-1,3,4-oxadiazol-2-yl]ethane-1,2-diol hydrochloride